8-[(2,2'-binaphthyl)-6-yl]-4-[3-(dibenzothiophen-4-yl)phenyl]-[1]benzofuro[3,2-d]pyrimidine C1=C(C=CC2=CC(=CC=C12)C=1C=CC2=C(C1)C=1N=CN=C(C1O2)C2=CC(=CC=C2)C2=CC=CC1=C2SC2=C1C=CC=C2)C2=CC1=CC=CC=C1C=C2